BrC1=CC=C(C=N1)C1=C(C=C(C#N)C=C1)F 4-(6-bromopyridin-3-yl)-3-fluorobenzonitrile